2-(butylthio)-6-chloro-9-(prop-2-yn-1-yl)-9H-purine C(CCC)SC1=NC(=C2N=CN(C2=N1)CC#C)Cl